(2-(4-(Chloromethyl)phenyl)-2-(2,2,2-trifluoroethoxy)ethyl)-N,4-dimethyl-benzyl-sulfonic amide ClCC1=CC=C(C=C1)C(CN(S(=O)(=O)CC1=CC=C(C=C1)C)C)OCC(F)(F)F